BrC=1C=NC(=NC1)N1CCC(CC1)C(=O)OC(C)(C)C tert-butyl 1-(5-bromo-2-pyrimidinyl)-4-piperidinecarboxylate